ClC1=CC=C(C(=O)C2=C(C=CC3=C(C(=CC=C23)C)C(C2=CC=C(C=C2)Cl)=O)C)C=C1 1,5-bis(4-chlorobenzoyl)-2,6-dimethylnaphthalene